4-(3-(3,4-dihydro-1,5-naphthyridin-1(2H)-yl)-1H-pyrazolo[3,4-b]pyrazin-6-yl)-1',3'-dihydrospiro[cyclohexane-1,2'-inden]-1'-amine hydrochloride Cl.N1(CCCC2=NC=CC=C12)C1=NNC2=NC(=CN=C21)C2CCC1(C(C3=CC=CC=C3C1)N)CC2